NC=1NC2=CC(=CN=C2C(C1C(=O)NC1=CC=CC=C1)=O)Br 2-amino-7-bromo-4-oxo-N-phenyl-1,4-dihydro-1,5-naphthyridine-3-carboxamide